4,5-dichloro-N-[[4-(2-methylpropyl)-2-morpholinyl]methyl]-6-oxo-1(6H)-pyridazineacetamide ClC=1C=NN(C(C1Cl)=O)CC(=O)NCC1CN(CCO1)CC(C)C